CN1N=CC2=CC=C(C=C12)C=1C2=C(NN1)C1=C(C2)SC(=C1)C=1C=C(OCCN2CCOCC2)C=CC1 4-(2-(3-(3-(1-methyl-1H-indazol-6-yl)-1,4-dihydro-thieno[2',3':4,5]cyclopenta[1,2-c]pyrazol-6-yl)phenoxy)ethyl)morpholine